N1(CCCCC1)CC(=O)CN1CCCCC1 (piperidin-1-yl)methylketone